FC=1C=C(CN2C=NC(=C2)NC([C@H](C)N2C[C@@H](C(CC2)(F)F)C2=CC=[N+](C=C2)[O-])=O)C=CC1F 4-((S)-1-((S)-1-((1-(3,4-difluorobenzyl)-1H-imidazol-4-yl)amino)-1-oxopropan-2-yl)-4,4-difluoropiperidin-3-yl)pyridine 1-oxide